ClC1=CC(=C(C(=C1)C)C1=CC=C(N=N1)N1C[C@@H](OCC1)CNC(C(C)C)=O)O N-[[(2S)-4-[6-(4-chloro-2-hydroxy-6-methylphenyl)pyridazin-3-yl]morpholin-2-yl]methyl]-2-methylpropanamide